2-(2-fluoro-4-methylsulfonyl-phenyl)-5-methoxy-N4-[(4-methoxyphenyl)methyl]-N2-methyl-6-(1-methylpyrazol-4-yl)-N4-(5-methyl-1-tetrahydropyran-2-yl-pyrazol-3-yl)pyrimidine-2,4-diamine FC1=C(C=CC(=C1)S(=O)(=O)C)C1(NC(=C(C(=N1)N(C1=NN(C(=C1)C)C1OCCCC1)CC1=CC=C(C=C1)OC)OC)C=1C=NN(C1)C)NC